FC(C=1C=CCN(C1)N)(F)F 5-(trifluoromethyl)pyridin-1-amine